(pyridoxamine) 5'-phosphate P(=O)(O)(O)OCC=1C(=C(C(=NC1)C)O)CN